Isoquinoline-1-carboxylic Acid C1(=NC=CC2=CC=CC=C12)C(=O)O